C(C)(C)OC=1C=2N(C=C(N1)C(=O)NC1=NN(C=C1)C)C=C(N2)[C@]21CO[C@](CC2)(C1)C 8-isopropoxy-N-(1-methyl-1H-pyrazol-3-yl)-2-((1R,4S)-1-methyl-2-oxabicyclo[2.2.1]hept-4-yl)imidazo[1,2-a]pyrazine-6-carboxamide